2-(4-(3-(4-hydroxyphenyl)-2-oxoindol-3-yl)phenoxy)acetic acid OC1=CC=C(C=C1)C1(C(NC2=CC=CC=C12)=O)C1=CC=C(OCC(=O)O)C=C1